[Br-].C(C=C)(=O)OCCC[N+](CCCCCCCCCCCCCCCCCCCCCC)(C)C acryloxypropyl-dimethyl-behenyl-ammonium bromide